C(C1=CC=CC=C1)OCC1=NC(=CC(=N1)N1CCC2(CCCC(N2C2=CC(=C(C=C2)F)F)=O)CC1)C(F)(F)F 9-(2-((benzyloxy)methyl)-6-(trifluoromethyl)pyrimidin-4-yl)-1-(3,4-difluorophenyl)-1,9-diazaspiro[5.5]undecan-2-one